CC1CCN2C(O1)=C(C=N2)S(=O)(NC(C2=CC=CC=C2)(C2=CC=CC=C2)C2=CC=CC=C2)=N 5-methyl-N-trityl-6,7-dihydro-5H-pyrazolo[5,1-b][1,3]oxazine-3-sulfonimidamide